1-(4-(6-amino-5-(3-methyl-1H-pyrrolo[2,3-b]pyridin-4-yl)pyridin-3-yl)phenyl)pyrrolidin-2-one NC1=C(C=C(C=N1)C1=CC=C(C=C1)N1C(CCC1)=O)C1=C2C(=NC=C1)NC=C2C